OC1=C(C(=O)C2=C(C=CC=C2O)O)C=C(C=C1)O 2,2',5,6'-tetrahydroxybenzophenone